3-((3-fluoro-4-(4-(piperidin-4-ylmethyl)piperidin-1-yl)phenyl)amino)piperidine-2,6-dione FC=1C=C(C=CC1N1CCC(CC1)CC1CCNCC1)NC1C(NC(CC1)=O)=O